Di-n-Butyl-Formamide C(CCC)N(C=O)CCCC